(4R)-3-[4-[(6,7-dimethoxy-4-quinolyl)oxy]phenyl]-4-hydroxy-1-[5-(trifluoromethyl)-3-pyridyl]imidazolidin-2-one COC=1C=C2C(=CC=NC2=CC1OC)OC1=CC=C(C=C1)N1C(N(C[C@H]1O)C=1C=NC=C(C1)C(F)(F)F)=O